BrC1=CC(=C(C=C1)CC(=O)O)OC 4-Bromo-2-methoxyphenylacetic acid